BrC1=C(C=C2C(=N1)OC(C2)(C)C)N 6-bromo-2,2-dimethyl-2,3-dihydrofuro[2,3-b]pyridin-5-amine